3-amino-N-[2-(3,3-difluoropyrrolidin-1-yl)ethyl]-5-(trifluoromethyl)benzamide NC=1C=C(C(=O)NCCN2CC(CC2)(F)F)C=C(C1)C(F)(F)F